CN1C(=NC=C1)[C@@H]1O[C@]([C@H]([C@H]1C1=C(C(=C(C=C1)F)F)OC)C)(C(F)(F)F)C Methyl-2-((2R,3S,4S,5R)-3-(3,4-difluoro-2-methoxyphenyl)-4,5-dimethyl-5-(trifluoromethyl)tetrahydrofuran-2-yl)-1H-imidazole